5-(isopropylthiomethyl)furan-2-carboxylic acid C(C)(C)SCC1=CC=C(O1)C(=O)O